3,7,11-trimethyl-2,6,10-dodecatriene-1-ol CC(=CCO)CCC=C(CCC=C(C)C)C